NC(C(C(C)(C)S(=O)(=O)C1(CC1)CN1C(C2=C(CC1)C(=NN2C)C(=O)NCC2=CC=C(C=C2)C#N)=O)O)(C)C 6-((1-((4-amino-3-hydroxy-2,4-dimethylpentan-2-yl)sulfonyl)cyclopropyl)methyl)-N-(4-cyanobenzyl)-1-methyl-7-oxo-4,5,6,7-tetrahydro-1H-pyrazolo[3,4-c]pyridine-3-carboxamide